6-methoxy-1-methylene-1,2,3,4-tetrahydronaphthalene COC=1C=C2CCCC(C2=CC1)=C